N,N'-diphenyl-N,N'-di(p-tolyl)anthracene-9,10-diamine C1(=CC=CC=C1)N(C=1C2=CC=CC=C2C(=C2C=CC=CC12)N(C1=CC=C(C=C1)C)C1=CC=CC=C1)C1=CC=C(C=C1)C